ClC1=CC=C(C(=N1)C(=O)OC(C)(C)C)N[C@H](C)C=1C=C(C=C2C(C(=C(OC12)C=1C=NC(=CC1)C1(CC1)C#N)C)=O)C tert-Butyl 6-chloro-3-[[(1R)-1-[2-[6-(1-cyanocyclopropyl)-3-pyridyl]-3,6-dimethyl-4-oxo-chromen-8-yl]ethyl]amino]pyridine-2-carboxylate